4-amino-7-chloro-N,1-dimethyl-N-(6-((1-methyl-1H-pyrazol-4-yl)ethynyl)-2,3-dihydrobenzofuran-3-yl)-1H-pyrazolo[4,3-c]quinoline-8-carboxamide NC1=NC=2C=C(C(=CC2C2=C1C=NN2C)C(=O)N(C2COC1=C2C=CC(=C1)C#CC=1C=NN(C1)C)C)Cl